5-fluoro-6-(2-fluoro-6-methoxyphenyl)-2-((2-isopropyl-4-methylpyridin-3-yl)amino)nicotinoyl chloride FC=1C(=NC(=C(C(=O)Cl)C1)NC=1C(=NC=CC1C)C(C)C)C1=C(C=CC=C1OC)F